C(C1=CC=CC=C1)OCCNC(C([C@H](C[C@H]1C(NCC1)=O)NC([C@H](CCCC)NC(OC(C(F)(F)C1=CC(=CC=C1)Cl)C1=CC=CC=C1)=O)=O)=O)=O 2-(3-chlorophenyl)-2,2-difluoro-1-phenylethyl ((S)-1-(((S)-4-((2-(benzyloxy)ethyl)amino)-3,4-dioxo-1-((S)-2-oxopyrrolidin-3-yl)butan-2-yl)amino)-1-oxohexan-2-yl)carbamate